C12COCC(CN(C1)CC1=CC=C(C=N1)C1=NC(=C(C=C1)NC(=O)C=1C(=NOC1C)C1=CC=CC=C1)OC)C2 N-(6'-((3-oxa-7-azabicyclo[3.3.1]nonan-7-yl)methyl)-6-methoxy-[2,3'-bipyridin]-5-yl)-5-methyl-3-phenylisoxazole-4-carboxamide